2-(2-(1-(Cyclopropylsulfonyl)-1H-pyrazol-4-yl)pyrimidin-4-yl)-N4-((4-((2-fluoroethyl)amino)cyclohexyl)methyl)-5-(1-methyl-1H-pyrazol-3-yl)pyridine-2,4-diamine C1(CC1)S(=O)(=O)N1N=CC(=C1)C1=NC=CC(=N1)C1(NC=C(C(=C1)NCC1CCC(CC1)NCCF)C1=NN(C=C1)C)N